2,2'-((1,10-phenanthroline-2,9-diyl)bis(1H-1,2,3-triazole-4,1-diyl))bis(ethane-1-ol) N1=C(C=CC2=CC=C3C=CC(=NC3=C12)C=1N=NN(C1)CCO)C=1N=NN(C1)CCO